4-chloro-6-methyl-2-(tetrahydrofuran-3-yl)thieno[2,3-d]pyrimidine ClC=1C2=C(N=C(N1)C1COCC1)SC(=C2)C